BrC1=CN(C2=C1N=CN=C2Cl)C2=CC=C(C=C2)OC2=CC=CC=C2 7-bromo-4-chloro-5-(4-phenoxyphenyl)-5H-pyrrolo[3,2-d]pyrimidine